(N-[(4-methoxyphenyl)diphenylmethyl])amine COC1=CC=C(C=C1)C(N)(C1=CC=CC=C1)C1=CC=CC=C1